C(C)(C)(C)[C@@H]1N(CCC1N(C)C=1C=NC2=C(C=CC=C2C1)OC)C(=O)O[C@@H](C)C1=CC=C(C=C1)Cl (S)-1-(4-chlorophenyl)ethan-1-ol tert-butyl-(S)-3-((8-methoxyquinolin-3-yl)(methyl)amino)pyrrolidine-1-carboxylate